[Si](C)(C)(C(C)(C)C)OCCC1=C(C(=NC=C1)C(C)C)N 4-(2-((tert-butyldimethylsilyl)oxy)ethyl)-2-isopropylpyridin-3-amine